ethyl (Z)-2-fluoro-3-(5-methylpyridin-2-yl)acrylate F\C(\C(=O)OCC)=C/C1=NC=C(C=C1)C